8-(Cyclopropyloxy)-3-Methylcinnoline-6-Carboxamide C1(CC1)OC=1C=C(C=C2C=C(N=NC12)C)C(=O)N